NC=1C2=C(N=CN1)C(=CS2)C(=O)NC2=C1C=CN=C(C1=CC=C2C)C(O)C2=CC=C(C=C2)F 4-Amino-N-(1-((4-fluorophenyl)(hydroxy)methyl)-6-methylisoquinolin-5-yl)thieno[3,2-d]pyrimidine-7-Carboxamide